ClC=1C(=CC(=C(CN2[C@H](C[C@H](C2)O)C(=O)O)C1)OCC1=CC(=CC=C1)C#N)OCC1=C(C(=CC=C1)C1=CC2=C(OCCO2)C=C1)C (2R,4R)-1-(5-chloro-2-((3-cyanobenzyl)oxy)-4-((3-(2,3-dihydrobenzo[B][1,4]dioxin-6-yl)-2-methylbenzyl)oxy)benzyl)-4-hydroxypyrrolidine-2-carboxylic acid